CNCCS(=O)(=O)[O-].[Na+].FC(C1=NC=C(C=N1)C(C)C1=C(C(=O)N)C=CC=C1)(F)F 1-(2-(trifluoromethyl)pyrimidin-5-yl)ethylbenzamide SODIUM N-METHYLTAURATE